2-methoxy-N-[5-({4-[(2S)-2-{[8-(pyridin-3-yl)quinazolin-4-yl]amino}propyl]piperazin-1-yl}sulfonyl)-1,3-thiazol-2-yl]acetamide COCC(=O)NC=1SC(=CN1)S(=O)(=O)N1CCN(CC1)C[C@H](C)NC1=NC=NC2=C(C=CC=C12)C=1C=NC=CC1